ClC=1C=CC(=C(C1)CC(=O)NC1=CCN(C=C1)C(CCC)(C)C)O 4-[[2-(5-Chloro-2-hydroxyphenyl)acetyl]amino]-N-(1,1-dimethylbutyl)pyridin